2-methylpyrrolo[1,2-b]pyridazine-6-carboxylic acid CC=1C=CC=2N(N1)C=C(C2)C(=O)O